bis(p-azidobenzoyl)ethylenediamine N(=[N+]=[N-])C1=CC=C(C(=O)NCCNC(C2=CC=C(C=C2)N=[N+]=[N-])=O)C=C1